BrC=1C(=NC(=C(C1)F)C)O 3-bromo-5-fluoro-6-methylpyridin-2-ol